ClC1=C(C(=CC(=C1)C(CC(C)(C)C)(C)C)CO)O 2-chloro-4-(1,1,3,3-tetramethylbutyl)-6-methylol-phenol